2-(benzylamino)-6-methoxy-2,3-dihydro-1H-inden-1-ol C(C1=CC=CC=C1)NC1C(C2=CC(=CC=C2C1)OC)O